2,2,6,6-tetramethyl-N-methyl-N-ethylpiperidinium CC1([N+](C(CCC1)(C)C)(CC)C)C